C1(=CC(=CC=C1)OC1=CC=C(C=C1)C=1N=C(N2C1C=NC=C2)[C@H]2N(CCC2)C(C#CC)=O)C (S)-1-(2-(1-(4-(m-tolyloxy)phenyl)imidazo[1,5-a]pyrazin-3-yl)pyrrolidin-1-yl)but-2-yn-1-one